ClC1=CC=C(C(=N1)C1=C(C=NC=C1)F)NC(CO)C1=NN(C=2N(C(C=3C=C(C=CC3C21)C)=O)C)CC (1-((6-chloro-3'-fluoro-[2,4'-bipyridin]-3-yl)amino)-2-hydroxyethyl)-3-ethyl-4,7-dimethyl-3,4-dihydro-5H-pyrazolo[3,4-c]isoquinolin-5-one